4-(4-chlorophenyl)-2-{[1-(2-fluorophenyl)-1H-1,2,3-triazol-4-yl]Ethyl methyl}-1H-imidazole-5-carboxylate ClC1=CC=C(C=C1)C=1N=C(NC1C(=O)[O-])CCCC=1N=NN(C1)C1=C(C=CC=C1)F